rac-tert-butyl 2,2-dimethyl-4-[5-(1-piperidylmethyl)-5,6-dihydro-1,4,2-dioxazin-3-yl]piperidine-1-carboxylate CC1(N(CCC(C1)C1=NOCC(O1)CN1CCCCC1)C(=O)OC(C)(C)C)C